C(C)N(CCCNC(=O)NCCCN(CC)CC)CC N,N'-bis(3-diethylaminopropyl)urea